N1=CC(=NC=C1)C(=O)OCC Ethyl pyrazine-3-carboxylate